C[Si](CCOCN1C(CC=2C1=NC=CC2)=O)(C)C 1-((2-(trimethylsilyl)ethoxy)-methyl)-1H-pyrrolo[2,3-b]pyridin-2(3H)-one